butyl(5-(4-morpholinophenoxy)thiazol-2-yl)carbamate C(CCC)OC(NC=1SC(=CN1)OC1=CC=C(C=C1)N1CCOCC1)=O